COC1=CC=C(CNC2C3CN(C(C2)CC3)C(=O)OC(C)(C)C)C=C1 tert-butyl 5-((4-methoxybenzyl)amino)-2-azabicyclo[2.2.2]octane-2-carboxylate